N1N=C(N=C1)C1CCC(CC1)NC(=O)C1=C(C=2N(N=C1)C=C(C2)C=2C=NC(=CC2)F)NC(C)C N-((1r,4r)-4-(1H-1,2,4-triazol-3-yl)cyclohexyl)-6-(6-fluoropyridin-3-yl)-4-(isopropylamino)pyrrolo[1,2-b]pyridazine-3-carboxamide